(2S)-2-{[(9H-fluoren-9-ylmethoxy)carbonyl](methyl)amino}-3-methylbutyric acid C1=CC=CC=2C3=CC=CC=C3C(C12)COC(=O)N([C@H](C(=O)O)C(C)C)C